FC=1C(=NC(=NC1)NC=1C(=NN(C1)C(C#N)(C)C)C)OCC1C(CNCC1)F 2-(4-((5-fluoro-4-((3-fluoropiperidin-4-yl)methoxy)pyrimidin-2-yl)amino)-3-methyl-1H-pyrazol-1-yl)-2-methylpropanenitrile